2-(3,3-difluorocyclobutyl)acetamide trifluoroacetate FC(C(=O)O)(F)F.FC1(CC(C1)CC(=O)N)F